CO\C=C(\C(=O)OC)/OC1=C(C=CC(=C1)N1N=CC(=N1)CCC)C methyl (Z)-3-methoxy-2-[2-methyl-5-(4-propyltriazol-2-yl)phenoxy]prop-2-enoate